OC1=C(C=C(C#N)C=C1C(F)(F)F)C=1SC=CN1 4-hydroxy-3-thiazol-2-yl-5-(trifluoromethyl)benzonitrile